NC1(C(=CC=CC1C(=O)O)C1=C(C=CC=C1)N)C(=O)O 2,2'-diaminobiphenyl-dicarboxylic acid